CS(=O)(=O)C1=CC=C(C=C1)C1=CC=C2C(=N1)SC(=N2)OC(C)C2CCN(CC2)S(=O)(=O)CCC 5-(4-(methylsulfonyl)phenyl)-2-(1-(1-(propylsulfonyl)piperidin-4-yl)ethoxy)thiazolo[5,4-b]pyridin